N-((3R,4S)-4-((6-(2,6-difluoro-3,5-dimethoxyphenyl)-8-morpholino-pyrido[3,4-d]pyrimidin-2-yl)amino)tetrahydrofuran-3-yl)acrylamide FC1=C(C(=C(C=C1OC)OC)F)C1=CC2=C(N=C(N=C2)N[C@H]2[C@H](COC2)NC(C=C)=O)C(=N1)N1CCOCC1